methyl 2-({4-[(2R)-2-(4-chloro-2-fluorophenyl)-2-methyl-1,3-benzodioxol-4-yl] piperidin-1-yl} methyl)-1-[(2S)-oxetan-2-ylmethyl]-1H-benzimidazole-6-carboxylate ClC1=CC(=C(C=C1)[C@]1(OC2=C(O1)C=CC=C2C2CCN(CC2)CC2=NC1=C(N2C[C@H]2OCC2)C=C(C=C1)C(=O)OC)C)F